BrC1=NC2=CC=CC=C2C(=C1)C(=O)O 2-bromoquinoline-4-carboxylic acid